6-bromo-8-cyclopentyl-5-methyl-2-[5-(morpholine-4-carbonyl)-pyridin-2-ylamino]-8H-pyrido[2,3-d]Pyrimidin-7-one BrC1=C(C2=C(N=C(N=C2)NC2=NC=C(C=C2)C(=O)N2CCOCC2)N(C1=O)C1CCCC1)C